C(C)OC(CNC(=O)C1=C(C(=C(C=N1)C=1C=NC(=CC1)C(F)(F)F)C)OCC1=CC=CC=C1)=O (5-(benzyloxy)-4-methyl-6'-(trifluoromethyl)-[3,3'-bipyridine]-6-carbonyl)glycine ethyl ester